2-((2-(3-methylpyrrolidin-1-yl)ethyl)thio)-1,4-dihydroquinazoline CC1CN(CC1)CCSC=1NC2=CC=CC=C2CN1